1-(2-phenoxyethyl)-1,3,4,5-tetrahydro-2H-benzo[b][1,4]diazepine O(C1=CC=CC=C1)CCN1C2=C(NCCC1)C=CC=C2